3-(methoxymethyl)-N-[(3-methoxyphenyl)methyl]-1-({4-[(2-oxopyridin-1-yl)methyl]phenyl}ethyl)pyrazole-4-carboxamide COCC1=NN(C=C1C(=O)NCC1=CC(=CC=C1)OC)CCC1=CC=C(C=C1)CN1C(C=CC=C1)=O